2,5-furandicarboxylic acid, 2,5-dimethyl ester O1C(=CC=C1C(=O)OC)C(=O)OC